FC=1C=C(C2=C(SC=C2)C1)N1CCN(CC1)CCC1=CC=C2CCC(N(C2=C1)C(CC1=CC=CC=C1)=O)=O 7-(2-(4-(6-fluorobenzo[b]thiophen-4-yl)piperazin-1-yl)ethyl)-1-(2-phenylacetyl)-3,4-dihydroquinolin-2(1H)-one